C1(=CC=CC2=CC=CC=C12)C(C)N1CCC(CC1)N(S(=O)(=O)C)CC(=O)NCC(C(F)(F)F)OCC#C 2-(N-(1-(1-(naphthalen-1-yl)ethyl)piperidin-4-yl)methylsulfonamido)-N-(3,3,3-trifluoro-2-(prop-2-yn-1-yloxy)propyl)acetamide